ClC1=C2C(=NC(=C1F)C=O)NC=C2 4-CHLORO-5-FLUORO-1H-PYRROLO[2,3-B]PYRIDINE-6-CARBALDEHYDE